OC=1C=C2C=C(N(C2=CC1)C1C(NC(CC1)=O)=O)C 3-(5-hydroxy-2-methyl-indol-1-yl)piperidine-2,6-dione